C(CCCCC)C=1C=C2C(=CC(=NC2=CC1)\C=C\1/C(NC(S1)=O)=O)C1=CC=CC=C1 (E)-5-((6-hexyl-4-phenylquinolin-2-yl)methylene)thiazolidine-2,4-dione